CC1=C(C=CC(=C1)[N+](=O)[O-])C=1C=C(NC1)C(=O)OC methyl 4-(2-methyl-4-nitrophenyl)-1H-pyrrole-2-carboxylate